ClC=1C=C2C(=CC(=NC2=CC1)C(F)(F)F)N[C@@H]1C[C@@H](CCC1)NC(C1=CC(=CC(=C1)O)O)=O N-[(1R,3S)-3-{[6-chloro-2-(trifluoromethyl)quinolin-4-yl]amino}cyclohexyl]-3,5-dihydroxybenzamide